2-bromo-4-(perfluoroisopropyl)-6-methylthioaniline BrC1=C(N)C(=CC(=C1)C(C(F)(F)F)(C(F)(F)F)F)SC